CC1=CC=C(C=C1)S(=O)(=O)OCCCOCCCNC(=O)C1CCC(CC1)NC(C1=CN=C(C=C1NC(C)C)N1C=CC=2C1=NC=C(C2)C#N)=O 3-(3-((1r,4r)-4-(6-(5-cyano-1H-pyrrolo[2,3-b]pyridin-1-yl)-4-(isopropyl-amino)nicotinamido)cyclohexane-1-carboxamido)propoxy)propyl 4-methylbenzenesulfonate